[Cl-].[NH4+].C(C(O)CO)OCCCO hydroxypropyl glyceryl ether ammonium chloride